C(C)O[Si](CCCNCCC[Si](OCC)(OCC)OCC)(OCC)OCC bis-(3-triethoxysilylpropyl)amine